6-Chloro-8-pyridin-4-yl-9-(2,2,2-trifluoro-ethyl)-9H-pyrido[3,4-b]indole ClC=1C=C2C3=C(N(C2=C(C1)C1=CC=NC=C1)CC(F)(F)F)C=NC=C3